1-[2-(dimethylamino)ethyl]-N-[1-(fluoromethyl)cyclopropyl]-3-(5-methyl-1,3,4-thiadiazol-2-yl)-2-oxo-benzoimidazole-5-sulfonamide CN(CCN1C(N(C2=C1C=CC(=C2)S(=O)(=O)NC2(CC2)CF)C=2SC(=NN2)C)=O)C